NC=1C(=NC(=NC1)C=1C=C(C=NC1)C#N)C(F)(F)F 5-[5-amino-4-(trifluoromethyl)pyrimidin-2-yl]pyridine-3-carbonitrile